iodozinc methyl-6-[(3R)-3-[tert-butoxycarbonyl(cyclobutylmethyl)amino]-1-piperidyl]pyridine-3-carboxylate COC(=O)C=1C=NC(=CC1)N1C[C@@H](CCC1)N(CC1CCC1)C(=O)OC(C)(C)C.I[Zn]